Idopyranose OC1[C@@H](O)[C@H](O)[C@@H](O)[C@H](O1)CO